(R)-ethyl(2-methoxypropyl)sulfane C(C)SC[C@@H](C)OC